6-n-butylphenol C(CCC)C1=CC=CC=C1O